FC1=C(C(=CC=C1)F)C1CC(=NO1)C=1N=C(SC1)C1CCN(CC1)C(COC1=NC=C(N=C1)C(F)(F)F)=O 1-(4-(4-(5-(2,6-difluorophenyl)-4,5-dihydroisoxazol-3-yl)thiazol-2-yl)piperidin-1-yl)-2-((5-(trifluoromethyl)pyrazin-2-yl)oxy)ethan-1-one